CC(C)(C)OC(=O)N1C[C@H](CCC1)OC1=NC(=C(C2=C1C=CO2)Br)NC2=C(C(=CC=C2C)OC)C (3S)-3-({7-bromo-6-[(3-methoxy-2,6-dimethylphenyl)amino]furo[3,2-c]pyridin-4-yl}oxy)hexahydropyridine-1-carboxylic acid 2-methylpropan-2-yl ester